ClC1=C(C=C(OCC(=O)NC23CC(C2)(C3)NC(=O)[C@@H]3COC2=C(O3)C=CC=C2)C=C1)F (2S)-N-{3-[2-(4-chloro-3-fluorophenoxy)acetamido]bicyclo[1.1.1]pent-1-yl}-2,3-dihydro-1,4-benzodioxin-2-carboxamide